CC1=C(C2=C(N=CN=C2NC2(CC2)C)O1)C(=O)N1C[C@@H]2C([C@@H]2C1)C1=CC=CC=C1 6-methyl-N-(1-methylcyclopropyl)-5-[(1r,5s,6s)-6-phenyl-3-azabicyclo[3.1.0]hexane-3-carbonyl]furo[2,3-d]pyrimidin-4-amine